FC=1C=C(C=CC1F)NC1=C2C=C(NC2=C(C=C1)F)C(=O)O 4-((3,4-difluorophenyl)amino)-7-fluoro-1H-indole-2-carboxylic acid